(4R,5R)-5-(hydroxymethyl)-2,2-dimethyl-1,3-dioxolan OC[C@@H]1COC(O1)(C)C